2-((1H-Spiro[cyclopentane-1,4'-isoquinolin]-2'(3'H)-yl)methyl)-5-((4-(2-hydroxypropan-2-yl)benzyl)oxy)-4H-pyran-4-one C1N(CC2(C3=CC=CC=C13)CCCC2)CC=2OC=C(C(C2)=O)OCC2=CC=C(C=C2)C(C)(C)O